COC(=O)C=1C(=NC(=C(N1)C=1C2=C(C=NC1)N(C=N2)C)NC)NC=2C=C(C(=NC2)N2[C@H]1CN([C@@H](C2)C1)C(=O)OC(C)(C)C)C tert-butyl (1R,4R)-5-[5-[[3-methoxycarbonyl-6-(methylamino)-5-(3-methylimidazo[4,5-c]pyridin-7-yl)pyrazin-2-yl]amino]-3-methyl-2-pyridyl]-2,5-diazabicyclo[2.2.1]heptane-2-carboxylate